(4-METHOXY-3-[(OXAN-4-YLSULFANYL)METHYL]PHENYL)BORANEDIOL COC1=C(C=C(C=C1)B(O)O)CSC1CCOCC1